N-(4-Methyl-3-(6-morpholino-3,4-dihydro-1H-pyrano[4',3':4,5]imidazo[1,2-a]pyridin-8-yl)phenyl)-2-(trifluoromethyl)isonicotinamide CC1=C(C=C(C=C1)NC(C1=CC(=NC=C1)C(F)(F)F)=O)C=1C=C(C=2N(C1)C1=C(N2)CCOC1)N1CCOCC1